C12(CC3CC(CC(C1)C3)C2)N2C=NC3=C2C=CC=C3 1-(1-adamantyl)-1H-benzimidazole